N'-hydroxy-2-phenylethanamidine ON=C(CC1=CC=CC=C1)N